C1(CCCCC1)C1=C(N=C(S1)N1C([C@@H]2N(CCN(C2)C#N)CC1)=O)C1CC1 (R)-8-(5-cyclohexyl-4-cyclopropylthiazol-2-yl)-9-oxooctahydro-2H-pyrazino[1,2-a]pyrazine-2-carbonitrile